OCCOC1=C(C=C(C=C1)C1(C2=C(C=CC=C2C=2C=CC=C(C12)C1=CC=CC=C1)C1=CC=CC=C1)C1=CC(=C(C=C1)OCCO)C)C 9,9-bis[4-(2-hydroxyethoxy)-3-methylphenyl]-1,8-diphenylfluorene